N-(tert-butyloxycarbonyl)-2-pyrrolidone C(C)(C)(C)OC(=O)N1C(CCC1)=O